[Fe-4](C#N)(C#N)(C#N)(C#N)(C#N)C#N.[Cu+2].[Cu+2] Copper (II) ferrocyanide